(1R,3S,5R)-2-(2-(3-acetyl-7-methyl-5-(2-methylpyrimidin-5-yl)-1H-indazol-1-yl)acetyl)-5-methyl-N-((S)-1,1,1-trifluoropropan-2-yl)-2-azabicyclo[3.1.0]hexane-3-carboxamide C(C)(=O)C1=NN(C2=C(C=C(C=C12)C=1C=NC(=NC1)C)C)CC(=O)N1[C@@H]2C[C@@]2(C[C@H]1C(=O)N[C@H](C(F)(F)F)C)C